Tert-butyl 6-((2-((tert-butoxycarbonyl)(methyl)amino)ethyl)amino)-3-(1-(cyclohexylmethyl)-5-methyl-1H-pyrazol-4-yl)picolinate C(C)(C)(C)OC(=O)N(CCNC1=CC=C(C(=N1)C(=O)OC(C)(C)C)C=1C=NN(C1C)CC1CCCCC1)C